NCCCOC=1C(=CC(=C(C(=O)OC)C1)[N+](=O)[O-])OC methyl 5-(3-aminopropoxy)-4-methoxy-2-nitrobenzoate